3-((7-fluoro-1H-indol-6-yl)amino)propionic acid FC=1C(=CC=C2C=CNC12)NCCC(=O)O